CC1(CN(C1)CC(=O)NC=1C=C(C(=NC1)C)NC(=O)C=1N=NN2C1C=CC(=C2)C=2C=C1C(=NC2)N(C=C1)C)C N-[5-[[2-(3,3-dimethylazetidin-1-yl)acetyl]amino]-2-methyl-3-pyridyl]-6-(1-methylpyrrolo[2,3-b]pyridin-5-yl)triazolo[1,5-a]pyridine-3-carboxamide